CC=1C(=NC=C(C1)C)N[C@H]1C[C@@H](N(C1)C(=O)OC(C)(C)C)C tert-butyl (2S,4S)-4-(3,5-dimethylpyridin-2-ylamino)-2-methylpyrrolidine-1-carboxylate